C1=NC=C(C2=CC=CC=C12)N1C(N(C[C@@H]1C#N)C1=NC=C(N=C1)C(F)(F)F)=O (R)-3-(isoquinolin-4-yl)-2-oxo-1-(5-(trifluoromethyl)pyrazin-2-yl)imidazoline-4-carbonitrile